C(#C)C1=C2C(=CC(=CC2=CC=C1F)O)C1=C(C=2N=C(N=C(C2C=N1)N(C)C1C(C1)OC)OC[C@]12CCCN2C[C@@H](C1)F)F 5-ethynyl-6-fluoro-4-(8-fluoro-2-(((2R,7aS)-2-fluorotetrahydro-1H-pyrrolizin-7a(5H)-yl)methoxy)-4-((2-methoxycyclopropyl)(methyl)amino)pyrido[4,3-d]pyrimidin-7-yl)naphthalen-2-ol